FC1CN(C1)C=1C=C(C=CC1)C(=O)N (3-(3-fluoroazetidin-1-yl)phenyl)carboxamide